F[C@H](C(=O)NC1=CC=C(C=C1)NCC1=CC=C(C=C1)O)[C@H](CCCC)F (2R,3S)-2,3-difluoro-N-(4-((4-hydroxybenzyl)amino)phenyl)heptanamide